FC(C=1C(=C2N(C(C1)=O)C(CN2C)C(=O)O)C2=CC(=CC=C2)C(F)(F)F)(C2=CC=CC1=CC=CC=C21)F 7-(difluoro(naphthalen-1-yl)methyl)-1-methyl-5-oxo-8-(3-(trifluoromethyl)phenyl)-1,2,3,5-tetrahydroimidazo[1,2-a]pyridine-3-carboxylic acid